(2-Formyl-5-methylphenyl)boronic acid C(=O)C1=C(C=C(C=C1)C)B(O)O